FC1=C(C=CC(=C1)F)[C@H]1CC[C@H](CC1)OC[C@@H]1N(CCC[C@@H]1NS(=O)(=O)C)C(=O)NCC cis-2-(((cis-4-(2,4-difluorophenyl)cyclohexyl)oxy)-methyl)-N-ethyl-3-((methylsulfonyl)amino)piperidine-1-carboxamide